3-(tert-butoxy)-3-oxoprop-1-en-1-ylium (tert-butyl acrylate) C(C)(C)(C)C(C(=O)[O-])=C.C(C)(C)(C)OC(C=[CH+])=O